chloro-4-fluoro-N-methyl-[1,1'-biphenyl]-3-carboxamide ClC1=C(C=CC(=C1C(=O)NC)F)C1=CC=CC=C1